4-(5-methylthiazol-2-yl)-2-(tetrahydrofuran-3-yl)-N-((R)-1-(2-(trifluoromethyl)pyrimidin-5-yl)ethyl)-2H-indazole-6-carboxamide CC1=CN=C(S1)C=1C2=CN(N=C2C=C(C1)C(=O)N[C@H](C)C=1C=NC(=NC1)C(F)(F)F)C1COCC1